2-(((1-(4-chlorophenyl)-1H-pyrazol-3-yl)oxy)methyl)-N-methyleneaniline ClC1=CC=C(C=C1)N1N=C(C=C1)OCC1=C(N=C)C=CC=C1